trans-1'-(4-((2,6-dioxopiperidin-3-yl)amino)-2-fluorophenyl)-N-(4-((5-fluoro-4-(3-(2-oxooxazolidin-3-yl)phenyl)pyrimidin-2-yl)amino)cyclohexyl)-[1,4'-bipiperidine]-4-carboxamide O=C1NC(CCC1NC1=CC(=C(C=C1)N1CCC(CC1)N1CCC(CC1)C(=O)N[C@@H]1CC[C@H](CC1)NC1=NC=C(C(=N1)C1=CC(=CC=C1)N1C(OCC1)=O)F)F)=O